Lithium gallium hydride [GaH3].[Li]